FC1([C@H](CN(CC1)[C@H](C(=O)NC1=NC=C(C=C1)OC1=C(C=C(C=C1)F)F)C)C1=CNC(C(=C1)CNC)=O)F (S)-2-((S)-4,4-difluoro-3-(5-((methylamino)methyl)-6-oxo-1,6-dihydropyridin-3-yl)piperidin-1-yl)-N-(5-(2,4-difluorophenoxy)pyridin-2-yl)propanamide